(5,7-dichloro-2H-pyrimido[4,5-d][1,3]oxazin-1(4H)yl)propan-1-ol ClC1=NC(=NC=2N(COCC21)C(CC)O)Cl